BrC1=C(C(=CC(=C1C)B1OC(C(O1)(C)C)(C)C)F)N(C(OC(C)(C)C)=O)C(=O)OC(C)(C)C tert-Butyl N-(2-bromo-6-fluoro-3-methyl-4-(4,4,5,5-tetramethyl-1,3,2-dioxaborolan-2-yl)phenyl)-N-tert-butoxycarbonyl-carbamate